ClC1=C(NC2=NN(C=3C2=NC(=CC3)OC)C)C=CC=C1C1=CC3=C(OCCO3)C=C1 3-(2-chloro-3-(1,4-benzodioxan-6-yl)anilino)-1-methyl-5-methoxypyrazolo[4,5-b]pyridin